1-{2-[4-(benzyloxy)butoxy]-4-[5-bromo-1-(4-methylbenzenesulfonyl)-1H-pyrazolo[3,4-c]pyridin-3-yl]phenyl}-4-methylpiperazine C(C1=CC=CC=C1)OCCCCOC1=C(C=CC(=C1)C1=NN(C2=CN=C(C=C21)Br)S(=O)(=O)C2=CC=C(C=C2)C)N2CCN(CC2)C